1'-(3-(difluoromethoxy)phenyl)-2'-oxospiro[cyclopropane-1,3'-indoline]-5'-formic acid FC(OC=1C=C(C=CC1)N1C(C2(C3=CC(=CC=C13)C(=O)O)CC2)=O)F